N-(5-(4-(4-methylpiperazin-1-yl)piperidin-1-yl)pyridin-2-yl)-4-(3-phenylisoxazolidin-2-yl)-5-(trifluoromethyl)pyrimidin-2-amine CN1CCN(CC1)C1CCN(CC1)C=1C=CC(=NC1)NC1=NC=C(C(=N1)N1OCCC1C1=CC=CC=C1)C(F)(F)F